1,1,2,2,3-pentafluorocyclobutane FC1(C(C(C1)F)(F)F)F